Cl.Cl.C[C@H]1N(CCN(C1)C)[C@@H](C(=O)O)C (R)-2-((R)-2,4-dimethylpiperazin-1-yl)propionic acid dihydrochloride